BrC=1C2=CN(N=C2C=C(C1C=O)Br)C 4,6-dibromo-2-methylindazole-5-carbaldehyde